O=C(NCCOCCOCCOC=COCCC(=O)O)CCSSC1=NC=CC=C1 3-[[13-oxo-15-(2-pyridyldithio)-3,6,9-trioxa-12-aza-pentadecen-1-yl]oxy]-propionic acid